CN1N=C(N=C1)CN 1-methyl-1H-1,2,4-triazole-3-methylamine